((1H-benzo[D][1,2,3]triazol-5-yl)methyl)-2-azabicyclo[2.2.1]heptane-5-carboxamide N1N=NC2=C1C=CC(=C2)CC21NCC(C(C2)C(=O)N)C1